p-benzoquinone-formaldehyde C1(C(=CC(C=C1)=O)C=O)=O